2-[1-(2,3-dihydrobenzo[1,4]dioxin-2-ylmethyl)-3-methylpiperidin-3-yl]propan-2-ol O1C(COC2=C1C=CC=C2)CN2CC(CCC2)(C)C(C)(C)O